C([C@@H]1[C@H]([C@@H]([C@H]([C@H](O1)O)O)O[C@@H]2[C@@H]([C@H]([C@H]([C@H](O2)CO)O)O)OP(=O)(O)OC[C@H]([C@H]([C@H](CO)O)O)O)O)O The molecule is a disaccharide phosphate consisting of alpha-D-galactosyl-(1->3)-alpha-D-glucose having a D-ribitol-5-phosphate moiety attached at the 2-position of the galactose via a phosphodiester linkage. It derives from a ribitol.